Dihydroisothiazole C1C=CSN1